N1(CCCC1)CCOC=1C=CC(=NC1)C#CN1N(C2=CC(=CC=C2C1)SC=1C=C(C(=O)N)C=CC1)C1OCCCC1 3-[2-[5-(2-pyrrolidin-1-ylethoxy)(2-pyridyl)ethynyl]-1-tetrahydropyran-2-ylindazol-6-yl]sulfanylbenzamide